N[C@@H]1[C@@H](CN(CC1)C1=CC(=NC=C1C=1C=NN(C1)C(F)F)NC1=NC(=NC=C1)C1=C(C=CC=C1OC)F)F N-(4-((3R,4S)-4-amino-3-fluoropiperidin-1-yl)-5-(1-(difluoromethyl)-1H-pyrazol-4-yl)pyridin-2-yl)-2-(2-fluoro-6-methoxyphenyl)pyrimidin-4-amine